OCC(CC)NC1=NC(=NC=C1C)NC1=CC2=C(B(OC2)O)C=C1 5-((4-((1-hydroxybutan-2-yl)amino)-5-methylpyrimidin-2-yl)amino)benzo[c][1,2]oxaborol-1(3H)-ol